C(#N)C1=CC(=C(C=C1C1CC1)CN1CCN(CC1)C(=O)OC1=CC=C(C=C1)C(NCCCC(=O)NCCO)=O)OCC [4-[[4-(2-hydroxyethylamino)-4-oxo-butyl]carbamoyl]phenyl] 4-[(4-cyano-5-cyclopropyl-2-ethoxy-phenyl)methyl]piperazine-1-carboxylate